C(C)(C)C=1C(=NNC1C=1C=C(C=2N(C1)N=CN2)C)C2CCN(CC2)C(CCNC(OC(C)(C)C)=O)=O tert-butyl (3-(4-(4-isopropyl-5-(8-methyl-[1,2,4]triazolo[1,5-a]pyridin-6-yl)-1H-pyrazol-3-yl)piperidin-1-yl)-3-oxopropyl)carbamate